COC1=CC=C(CN2C(C(CCC2=O)N2C(N(C3=C2C=CC=C3CCC3CCN(CC3)C(=O)OC(C)(C)C)C)=O)=O)C=C1 Tert-butyl 4-(2-(1-(1-(4-methoxybenzyl)-2,6-dioxopiperidin-3-yl)-3-methyl-2-oxo-2,3-dihydro-1H-benzo[d]imidazol-4-yl)ethyl)piperidine-1-carboxylate